(S)-1-(1-(2-chloro-6-fluoro-3-hydroxyphenoxy)-8-((1,1,1-trifluoropropan-2-yl)oxy)isoquinolin-6-yl)-4-ethyl-3-(hydroxymethyl)-1H-1,2,4-triazol-5(4H)-one ClC1=C(OC2=NC=CC3=CC(=CC(=C23)O[C@H](C(F)(F)F)C)N2N=C(N(C2=O)CC)CO)C(=CC=C1O)F